FC1(C[C@@H](C(N(C2=C1C=C(C(=C2)C=2OC(=NN2)C(C)(S(=O)(=O)C)C)F)CC2=CC=C(C=C2)C2=CC=C(C=C2)OC)=O)NC(OC(C)(C)C)=O)F tert-butyl N-[(3S)-5,5,7-trifluoro-1-[[4-(4-methoxyphenyl)phenyl]methyl]-8-[5-(1-methyl-1-methylsulfonyl-ethyl)-1,3,4-oxadiazol-2-yl]-2-oxo-3,4-dihydro-1-benzazepin-3-yl]carbamate